C(CCCCCCC\C=C/C\C=C/CCCCC)(=O)OCC1=CC(=CC(=C1)COC(=O)OCC1CN(CCC1)CC)COC(COCC(CCCCCC)CCCC)=O 3-((2-((2-butyloctyl)oxy)acetoxy)methyl)-5-(((((1-ethylpiperidin-3-yl)methoxy)carbonyl)oxy)methyl)benzyl (9Z,12Z)-octadeca-9,12-dienoate